11,11-dimethyl-8,9-dihydrobenzoxazolo[3,2-a]indol CC1(C2N(C3=CC=CC=C13)C1=C(O2)CCC=C1)C